SCC(CS)CS 2-mercaptomethyl-1,3-propanedithiol